(1R,2S)-1-(2-cyanophenyl)-1-(1-methyl-3-(N-methylacetamido)-1H-pyrazol-4-yl)propan C(#N)C1=C(C=CC=C1)[C@@H](CC)C=1C(=NN(C1)C)N(C(C)=O)C